triacontyl-benzenesulfonic acid C(CCCCCCCCCCCCCCCCCCCCCCCCCCCCC)C1=C(C=CC=C1)S(=O)(=O)O